BrC1=CC=CC2=C1C1=C(O2)C=CC=2C=CC=CC21 11-bromonaphtho[2,1-b]benzofuran